BrC1=CC=C2C3(CC=4C(=NOC4C2=C1)NS(=O)(=O)C1=C(C=C(C=C1)S(=O)(=O)C)OC)CC3 N-(8'-bromo-4'H-spiro[cyclopropane-1,5'-naphtho[2,1-d]isoxazol]-3'-yl)-2-methoxy-4-(methylsulfonyl)benzenesulfonamide